C(C)N1N=C(C(=C1)CC=1C=NN(C1)C)C 4-((1-ethyl-3-methyl-1H-pyrazol-4-yl)methyl)-1-methyl-1H-pyrazol